FC(=C(CCCN1CCN(CC1)C1=NC=CC=C1)C1=CC=C(C=C1)F)F 1-(5,5-difluoro-4-(4-fluorophenyl)pent-4-en-1-yl)-4-(pyridin-2-yl)piperazine